NC1=C(C2=C(N=CN=C2C=C(C2=CC=NC=C2)OC)N1C1=C(C(=CC=C1C)OC)C)C(=O)N 6-Amino-7-(3-methoxy-2,6-dimethylphenyl)-4-(2-methoxy-2-(pyridin-4-yl)vinyl)-7H-pyrrolo[2,3-d]pyrimidine-5-carboxamide